ClC1=CNC=2N=C(C=C(C21)NC)NC2=C(C=C(C=C2)S(=O)(=O)N2CCOCC2)OC 3-chloro-N6-(2-methoxy-4-(morpholinosulfonyl)phenyl)-N4-methyl-1H-pyrrolo[2,3-b]pyridine-4,6-diamine